ClC=1C(=CC(=C(C1)NC1=NC(=NC=N1)NC=1C(=CC(=C(C1)NC(C=C)=O)N(CCN1CCCC1)C)OC)C(C)(C)O)F N-(5-(4-(5-chloro-4-fluoro-2-(2-hydroxypropan-2-yl)phenylamino)-1,3,5-triazin-2-ylamino)-4-methoxy-2-(methyl(2-(pyrrolidin-1-yl)ethyl)amino)phenyl)acrylamide